diphospho-mevalonate P(=O)(=O)OCC[C@](CC(=O)[O-])(OP(=O)=O)C